ClC1=NC=CC(=C1CN1CCN(CC1)C(=O)OC(C)(C)C)C Tert-Butyl 4-((2-Chloro-4-Methylpyridin-3-Yl)Methyl)Piperazine-1-Carboxylate